C(#N)C(C#N)C=1OC2=CC=CC=C2C(C1)=O Dicyanomethylchromone